tetradecane-5,6,12,13-tetracarboxylic acid CCCCC(C(CCCCCC(C(C)C(=O)O)C(=O)O)C(=O)O)C(=O)O